3-(5-chlorothiophene-2-yl)benzaldehyde ClC1=CC=C(S1)C=1C=C(C=O)C=CC1